C[C@@H]1[C@@H](CCC1)C1=NC=CC2=CC=CC=C12 |o1:1,2| ((1R*,2S*)-2-methylcyclopentyl)isoquinolin